Cl.Cl.CC=1C(=C(C=C(C1)C(F)(F)F)O)C1=CC2=C(N=N1)N(CCC2)[C@H]2CNCCC2 3-Methyl-2-{8-[(3R)-piperidin-3-yl]-5,6,7,8-tetrahydropyrido[2,3-c]pyridazin-3-yl}-5-(trifluoromethyl)phenol dihydrochloride